tert-butyl ((3-(1-(trifluoromethyl)cyclobutyl)-1H-1,2,4-triazol-5-yl)methyl)carbamate FC(C1(CCC1)C1=NNC(=N1)CNC(OC(C)(C)C)=O)(F)F